tert-butyl (R)-(3,5-dichloro-4-((4-chloro-5-(methyl-d3)-6,7-dihydro-5H-cyclopenta[d]pyridazin-1-yl)oxy) phenyl)carbamate ClC=1C=C(C=C(C1OC1=NN=C(C2=C1CC[C@H]2C([2H])([2H])[2H])Cl)Cl)NC(OC(C)(C)C)=O